1-(methylamino)-2,7-naphthyridine-4-carboxamide CNC1=NC=C(C2=CC=NC=C12)C(=O)N